tert-butyl (S)-3-(cyanomethyl)-4-(vinylsulfonyl)piperazine-1-carboxylate C(#N)C[C@H]1CN(CCN1S(=O)(=O)C=C)C(=O)OC(C)(C)C